4-((S)-2-(2-(3-Methoxyphenyl)acetamido)-2-(2-(thiophene-2-yl)thiazol-4-yl)ethyl)-phenylsulfamic acid COC=1C=C(C=CC1)CC(=O)N[C@@H](CC1=CC=C(C=C1)NS(O)(=O)=O)C=1N=C(SC1)C=1SC=CC1